4-cyano-4-[(dodecylthiocarbonyl) thio]-pentanoate C(#N)C(CCC(=O)[O-])(C)SC(=S)CCCCCCCCCCCC